trans-3-cyano-N-(4-methyl-3-(pyridin-2-yl)phenyl)-6-azabicyclo[3.1.1]heptane-6-carboxamide C(#N)C1CC2N(C(C1)C2)C(=O)NC2=CC(=C(C=C2)C)C2=NC=CC=C2